5-((3,5-Difluoro-4-(4-methylpiperidin-1-yl)phenyl)amino)-1,3-dimethyl-1,3-dihydro-2H-benzo[d]imidazol-2-one FC=1C=C(C=C(C1N1CCC(CC1)C)F)NC1=CC2=C(N(C(N2C)=O)C)C=C1